((3R,5aR,8aS)-decahydrocyclopenta[b][1,4]diazepin-3-yl)methanethiol N1[C@@H]2[C@H](NCC(C1)CS)CCC2